2-methoxy-4-[(2-oxo-1,2-dihydropyridin-1-yl)methyl]benzaldehyde COC1=C(C=O)C=CC(=C1)CN1C(C=CC=C1)=O